C(C1=CC=CC=C1)OC[C@]1(CN(CC1)C(C)(C)C=1C=NC(=CC1)C)CCC1=NC=C(C#N)C=C1 (R)-6-(2-(3-((benzyloxy)methyl)-1-(2-(6-methylpyridin-3-yl)propan-2-yl)pyrrolidin-3-yl)ethyl)nicotinonitrile